(4-ethylpiperazin-1-yl)aniline C(C)N1CCN(CC1)NC1=CC=CC=C1